1,3-dibutyl-benzimidazole tosylate S(=O)(=O)(O)C1=CC=C(C)C=C1.C(CCC)N1CN(C2=C1C=CC=C2)CCCC